N-(8,9-difluoro-6-oxo-1,4,5,6-tetrahydro-2H-pyrano[3,4-c]isoquinolin-1-yl)-2'-fluoro-N-methyl-[1,1'-biphenyl]-4-carboxamide FC=1C(=CC=2C3=C(NC(C2C1)=O)COCC3N(C(=O)C3=CC=C(C=C3)C3=C(C=CC=C3)F)C)F